COC1(CN(C1)C)C1=NC=CC(=C1)C1=CC=C(C=C1)S(=O)(=O)[C@@H]1CC[C@H](CC1)NC1=NC=C(C=C1)C(F)(F)F Trans-N-(4-((4-(2-(3-methoxy-1-methylazetidin-3-yl)pyridin-4-yl)phenyl)sulfonyl)cyclohexyl)-5-(trifluoromethyl)pyridin-2-amine